methyl (4-fluorocyclohexyl) sulfide FC1CCC(CC1)SC